N-[(5-amino-1,3-dioxan-2-yl)methyl]-4-[[3-(4-methoxyphenyl)imidazo[1,2-a]pyrazin-8-yl]amino]-2-methylbenzamide NC1COC(OC1)CNC(C1=C(C=C(C=C1)NC=1C=2N(C=CN1)C(=CN2)C2=CC=C(C=C2)OC)C)=O